allyl (6aS)-2-methoxy-3-(4-methoxy-4-oxobutoxy)-12-oxo-6-((tetrahydro-2H-pyran-2-yl)oxy)-6,6a,7,8,9,10-hexahydrobenzo[e]pyrido[1,2-a][1,4]diazepin-5(12H)-carboxylate COC1=CC2=C(N(C([C@H]3N(C2=O)CCCC3)OC3OCCCC3)C(=O)OCC=C)C=C1OCCCC(=O)OC